COC1=CC=C(/C=C/C(=O)O)C=C1 (E)-4-methoxycinnamic acid